2-(1-chlorocyclopropyl)-1-(2-chlorophenyl)-3-(1H-1,2,4-triazol-1-yl)propan ClC1(CC1)C(CC1=C(C=CC=C1)Cl)CN1N=CN=C1